COC1=C(C=C(C=C1)C1=CC=NC=C1)C 4-(4-methoxy-3-methylphenyl)pyridine